2,3,4,5,6-pentachlorophenol ClC1=C(C(=C(C(=C1Cl)Cl)Cl)Cl)O